FC1(CN(CCC1=C=O)C(=O)OC(C)(C)C)C tert-butyl 3-fluoro-3-methyl-4-carbonylpiperidine-1-carboxylate